FC(C)(F)C1=CC2=C(N=N1)N(C(=N2)C2=C(C=C(C=N2)C2=NOC(=N2)C2(CC2)C(F)(F)F)S(=O)(=O)CC)C 3-[6-[3-(1,1-difluoroethyl)-7-methyl-imidazo[4,5-c]pyridazin-6-yl]-5-ethylsulfonyl-3-pyridyl]-5-[1-(trifluoromethyl)cyclopropyl]-1,2,4-oxadiazole